1-[5-ethylsulfonyl-6-[3-methyl-6-(trifluoromethylsulfonimidoyl)imidazo[4,5-b]pyridin-2-yl]-3-pyridyl]cyclopropanecarbonitrile C(C)S(=O)(=O)C=1C=C(C=NC1C1=NC=2C(=NC=C(C2)S(=O)(=N)C(F)(F)F)N1C)C1(CC1)C#N